2-(7-((2S,5R)-2,5-diethyl-4-(1-(4-fluoro-2-(trifluoromethyl)phenyl)ethyl)piperazin-1-yl)-4-methyl-5-oxo-4,5-dihydro-2H-pyrazolo[4,3-b]pyridin-2-yl)acetonitrile C(C)[C@@H]1N(C[C@H](N(C1)C(C)C1=C(C=C(C=C1)F)C(F)(F)F)CC)C=1C=2C(N(C(C1)=O)C)=CN(N2)CC#N